6,6-difluoro-5-methyl-6,7-dihydro-5H-pyrazolo[5,1-b][1,3]oxazine-2-carboxylic acid FC1(CN2C(OC1C)=CC(=N2)C(=O)O)F